6-(4-aminophenyl)-5-methyl-2-phenyl-3-(piperidin-1-yl)pyrazolo[1,5-a]pyrimidin-7(4H)-one NC1=CC=C(C=C1)C1=C(NC=2N(C1=O)N=C(C2N2CCCCC2)C2=CC=CC=C2)C